OCCN(C(OC(C)(C)C)=O)CCOCC=1C=C2C=C(NC2=C(C1)[N+](=O)[O-])C1=CC=CC=C1 tert-butyl (2-hydroxyethyl)(2-((7-nitro-2-phenyl-1H-indol-5-yl)methoxy)ethyl)carbamate